CC=1C(=CC(NC1)=O)C1=CC2=C(NC(O2)=O)C=C1 6-(5-Methyl-2-oxo-1,2-dihydropyridin-4-yl)benzo[d]oxazol-2(3H)-one